C(C1CO1)OCCC[Si](OCCOC)(OCCOC)OCCOC 3-glycidoxypropyltri(2-methoxyethoxy)silane